N1N=CC2=CC(=CC=C12)C[C@@H](CN)N1CCOCC1 (S)-3-(1H-indazol-5-yl)-2-morpholinopropan-1-amine